ClCC(COC)OC1=NN(C=C1)C(C)=O 1-(3-((1-chloro-3-methoxypropan-2-yl)oxy)-1H-pyrazol-1-yl)ethanone